3,9-Diazabicyclo[3.3.1]nonane-9-carboxylic acid tert-butyl ester C(C)(C)(C)OC(=O)N1C2CNCC1CCC2